N-(3-(3-((3-bromopyridin-2-yl)oxy)cyclopentyl)-1-(tert-butyl)-1H-pyrazol-5-yl)pyrazin-2-amine BrC=1C(=NC=CC1)OC1CC(CC1)C1=NN(C(=C1)NC1=NC=CN=C1)C(C)(C)C